Benzene-1,4-dicarbonitrile C1(=CC=C(C=C1)C#N)C#N